C12(CC3CC(CC(C1)C3)C2)P(C2=C(C(=CC=C2OC)OC)C2=C(C=C(C=C2C(C)C)C(C)C)C(C)C)C23CC1CC(CC(C2)C1)C3 2-(Di-1-adamantylphosphino)-3,6-dimethoxy-2',4',6'-tri-iso-propyl-1,1'-biphenyl